C(C=C)(=O)N1CCN(CC1)C=1C=NC=CC1C1=CC(=C(CNC(OC(C)(C)C)=O)C=C1)C tert-butyl (4-(3-(4-acryloylpiperazin-1-yl)pyridin-4-yl)-2-methylbenzyl)carbamate